ClC1=C(C=C(C=C1)N1CC(C2=NC(=CC=C21)C(=O)N2C[C@H]([C@H](CC2)C2=NC=CC=C2)C(=O)O)(C)C)F (cis)-1-(1-(4-chloro-3-fluorophenyl)-3,3-dimethyl-2,3-dihydro-1H-pyrrolo[3,2-b]pyridine-5-carbonyl)-4-(pyridin-2-yl)piperidine-3-carboxylic acid